2-((3-(4-(pyrrolidin-1-yl)phenyl)-1,2,4-oxadiazol-5-yl)methyl)acrylic acid N1(CCCC1)C1=CC=C(C=C1)C1=NOC(=N1)CC(C(=O)O)=C